N-((1,3-Dimethylpyrrolidin-3-yl)methyl)-3-methyl-5,7-diphenylpyrazolo[1,5-a]pyrimidine-2-carboxamide CN1CC(CC1)(C)CNC(=O)C1=NN2C(N=C(C=C2C2=CC=CC=C2)C2=CC=CC=C2)=C1C